BrC#CC1=CC(=CC(=C1)C#CBr)C#CBr 1,3,5-tri(2-bromoethynyl)benzene